5-[1-[[3,5-bis(trifluoromethyl)benzoyl]-methyl-amino]ethyl]-N,N-dimethyl-1-pyrimidin-2-yl-1,2,4-triazole-3-carboxamide FC(C=1C=C(C(=O)N(C(C)C2=NC(=NN2C2=NC=CC=N2)C(=O)N(C)C)C)C=C(C1)C(F)(F)F)(F)F